C1NCC12CC(C2)N2N=CC(=C2)NC2=NC=1C=C(C(=C(C1C=N2)N)F)C2=C(C1=C(OCCN1)N=C2)C N~2~-[1-(2-azaspiro[3.3]heptan-6-yl)-1H-pyrazol-4-yl]-6-fluoro-7-(8-methyl-2,3-dihydro-1H-pyrido[2,3-b][1,4]oxazin-7-yl)quinazoline-2,5-diamine